2'-[6-amino-5-(trifluoromethyl)pyridin-3-yl]-N-[1-(1-methyl-1H-imidazol-5-yl)ethyl]-5',6'-dihydrospiro[pyrrolidine-3,4'-pyrrolo[1,2-b]pyrazole]-1-carboxamide NC1=C(C=C(C=N1)C=1C=C2N(N1)CCC21CN(CC1)C(=O)NC(C)C1=CN=CN1C)C(F)(F)F